FC(OC1=NC=CC(=C1)CNC(=O)NC1CC(C1)CC)F 1-[[2-(difluoromethoxy)pyridin-4-yl]methyl]-3-(3-ethylcyclobutyl)urea